β-(N,N-diethylamino)propyltriethoxysilane C(C)N(CC)C(C[Si](OCC)(OCC)OCC)C